OC(CCCCCCCCC(=O)O)CCCCCCCCCCCCCCCCC 10-Hydroxy-heptacosanoic acid